N-(5-chloro-2-(2-methylpiperazin-1-yl)pyrimidin-4-yl)-1H-indazol-5-amine ClC=1C(=NC(=NC1)N1C(CNCC1)C)NC=1C=C2C=NNC2=CC1